methyl 2-nitro-4-methylsulfonyl-benzoate [N+](=O)([O-])C1=C(C(=O)OC)C=CC(=C1)S(=O)(=O)C